potassium-gold [Au].[K]